6-(6-cyclopentyl-1H-pyrrolo[2,3-b]pyridin-3-yl)-1-isopropyl-2-methyl-1H-imidazo[4,5-c]pyridine C1(CCCC1)C1=CC=C2C(=N1)NC=C2C2=CC1=C(C=N2)N=C(N1C(C)C)C